tert-butyl (1R,5S)-1-(methoxymethyl)-3,8-diazabicyclo[3.2.1]octane-3,8-dicarboxylate COC[C@]12CN(C[C@H](CC1)N2C(=O)[O-])C(=O)OC(C)(C)C